NC1=NC=CC=C1C1=NC=2C(=NC=CC2)N1C1=CC=C(CNC(=O)C=2C=NC(=NC2)C#N)C=C1 N-(4-(2-(2-Aminopyridin-3-yl)-3H-imidazo[4,5-b]pyridin-3-yl)benzyl)-2-cyanopyrimidine-5-carboxamide